FC=1C(=C2C(=NC(=NC2=C(C1)F)OC[C@]12CCCN2C[C@@H](C1)F)N1CC2CCC(C1)N2C(=O)OC(C)(C)C)OC tert-butyl 3-(6,8-difluoro-2-(((2R,7aS)-2-fluorotetrahydro-1H-pyrrolizin-7a(5H)-yl)methoxy)-5-methoxyquinazolin-4-yl)-3,8-diazabicyclo[3.2.1]octane-8-carboxylate